C(=O)OC1=C(C(=CC(=C1)C)F)C1=C2C(=C(N=N1)N[C@H]1CN(CCC1)CCO)C=NC=C2 3-fluoro-2-(4-{[(3R)-1-(2-hydroxyethyl)piperidin-3-yl]amino}pyrido[3,4-d]pyridazin-1-yl)-5-methylphenol formate